BrC=1C=NC(=NC1)OC1CN(C1)C(=O)OC(C)(C)C tert-butyl 3-(5-bromopyrimidin-2-yl)oxyazetidine-1-carboxylate